FC=1C=CC(=C(C1)/C=C/C(=O)C1=CC=CC=C1)O (E)-3-(5-fluoro-2-hydroxyphenyl)-1-phenylprop-2-en-1-one